C(C(=C)C)(=O)OCC1CCCO1 TETRAHYDROFURFURYL METHACRYLATE